ClC=1C=C(C=CC1F)N(C(=O)[C@H]1NC(SC1)=O)C (R)-N-(3-Chloro-4-fluorophenyl)-N-methyl-2-oxothiazolidine-4-carboxamide